2-nonyl-11-oxo-11-[(3-pentyloctyl)oxy]undecyl 1-Methylpiperidine-4-carboxylate CN1CCC(CC1)C(=O)OCC(CCCCCCCCC(OCCC(CCCCC)CCCCC)=O)CCCCCCCCC